OC1CN(C1)C=1C(C(C1NCC1=CC=C(C=C1)C1=NOC(=N1)C(F)(F)F)=O)=O 3-(3-hydroxyazetidin-1-yl)-4-((4-(5-(trifluoromethyl)-1,2,4-oxadiazol-3-yl)benzyl)amino)cyclobut-3-ene-1,2-dione